[Cl-].[Cl-].CC1C(C(C=2C(C3C(=C4C=5C=CC=CC5CC24)C=CCC3)C1)(C)[Zr+2])(C)C (tetramethyloctahydrodibenzofluorenyl)zirconium dichloride